COC(\C=C\C1=CC(=C(C=C1)O)N)=O.NC=1N=C(SC1C(C1=CC=C(C=C1)OCC(=O)NC1CCCCC1)=O)N(C1=CC=C(C=C1)F)C(C(=O)N)C (N-[4-amino-5-[4-[2-(cyclohexylamino)-2-oxo-ethoxy]benzoyl]thiazol-2-yl]-4-fluoro-anilino)propionamide methyl-(E)-3-(3-amino-4-hydroxyphenyl)acrylate